5-(2-methyl-5,6-dihydro[1,2,4]triazolo[1,5-a]pyrazin-7(8H)-yl)-2-{3-[(3S)-3-(propan-2-yl)piperazin-1-yl]-1,2,4-triazin-6-yl}phenol formate C(=O)OC1=C(C=CC(=C1)N1CC=2N(CC1)N=C(N2)C)C2=CN=C(N=N2)N2C[C@@H](NCC2)C(C)C